NC1=CN=NC2=CC(=CC=C12)C=1C=C(C=CC1N1S(NCC1)(=O)=O)B(O)O [3-(4-AMINOCINNOLIN-7-YL)-4-(1,1-DIOXO-1,2,5-THIADIAZOLIDIN-2-YL)PHENYL]BORONIC ACID